[C@H]12NC[C@H]([C@@H]1N1C(=CC=3C(=NC=4C(=C(C(=CC4C31)CCC#N)C3=CC(=CC1=CC=C(C=C31)F)O)F)N3N=CN=C3)C)C2 3-(1-((1R,4R,5S)-2-azabicyclo[2.1.1]hexan-5-yl)-6-fluoro-7-(7-fluoro-3-hydroxynaphthalen-1-yl)-2-methyl-4-(1H-1,2,4-triazol-1-yl)-1H-pyrrolo[3,2-c]quinolin-8-yl)propionitrile